2-methyl-6-heptynediamine CC(C(N)N)CCCC#C